(3R)-3-amino-8-fluoro-5-[(5-isopropoxy-2-pyridyl)methyl]-7-[5-(4-oxa-7-azaspiro[2.5]octan-7-yl)-1,2,4-oxadiazol-3-yl]-1,1-dioxo-2,3-dihydro-1λ6,5-benzothiazepin-4-one N[C@H]1CS(C2=C(N(C1=O)CC1=NC=C(C=C1)OC(C)C)C=C(C(=C2)F)C2=NOC(=N2)N2CCOC1(CC1)C2)(=O)=O